Ethyl 7-(1-hydroxyethyl)-1H-indole-2-carboxylate OC(C)C=1C=CC=C2C=C(NC12)C(=O)OCC